(RS)-2-hydroxybenzoate OC1=C(C(=O)[O-])C=CC=C1